C(CCCCC)C(CCO)CCCCCCCCCC 3-hexyl-1-tridecanol